1-(3-aminopropyl)-3-ethylurea NCCCNC(=O)NCC